C(#N)C=1N=C(N(C1/N=C/N(C)C)C1=C(C(=CC=C1C)OC)C)C(=O)NC1=C(C=C(C=C1)F)F (E)-4-cyano-N-(2,4-difluorophenyl)-5-(((dimethylamino)methylene)amino)-1-(3-methoxy-2,6-dimethylphenyl)-1H-imidazole-2-carboxamide